tert-butyl 2-(3-methoxyphenyl)-3-(pyridin-4-yl)-6,7-dihydropyrazolo[1,5-a]pyrazine-5(4H)-carboxylate COC=1C=C(C=CC1)C1=NN2C(CN(CC2)C(=O)OC(C)(C)C)=C1C1=CC=NC=C1